C(#N)CC1C(C2=CC=CC=C2C1)NC(C=C)=O N-(2-(cyanomethyl)-2,3-dihydro-1H-inden-1-yl)acrylamide